FC=1C=C(C=CC1SC)N(C(=O)C1N(NC(C1)=O)C1=NC(=CC(=C1)C(F)(F)F)C)C N-(3-fluoro-4-(methylthio)phenyl)-N-methyl-2-(6-methyl-4-(trifluoromethyl)pyridin-2-yl)-5-oxopyrazolidine-3-carboxamide